CC(C(=O)NC1=CC(=C(C=C1)[N+](=O)[O-])C(F)(F)F)C 2-methyl-N-[4-nitro-3-(trifluoromethyl)phenyl]-propionamide